2-{[(3R,6R)-1-{[2-fluoro-6-(1,3-thiazol-4-yl)phenyl]carbonyl}-6-methylpiperidin-3-yl]oxy}-3-methylpyridine-4-carbonitrile FC1=C(C(=CC=C1)C=1N=CSC1)C(=O)N1C[C@@H](CC[C@H]1C)OC1=NC=CC(=C1C)C#N